BrCCC\C=C/CCO (3Z)-7-bromo-3-hepten-1-ol